ON1N=CC(=C1)N1CN(C(C2=CC=CC=C12)=O)CCC1=CC=CC=C1 (1-hydroxy-1H-pyrazol-4-yl)-3-phenethyl-2,3-dihydroquinazolin-4(1H)-one